di(oxetan-3-yl)methyldi-n-propyloxysilane O1CC(C1)C(C1COC1)[SiH](OCCC)OCCC